((2-aminoethyl)amino)-4-bromobenzoic acid NCCNC1=C(C(=O)O)C=CC(=C1)Br